OC(C)(C)C=1N=CC(=NC1)N1C(O[C@@]2(C1)C[C@]1(C[C@H]1CC2)CN2C=NC1=C2C=C(C=C1)C#N)=O (((1S,3R,6R)-3'-(5-(2-hydroxy-propan-2-yl)pyrazin-2-yl)-2'-oxospiro[bicyclo[4.1.0]heptane-3,5'-oxazolidin]-1-yl)methyl)-1H-benzo[d]imidazole-6-carbonitrile